4-((4-Methylpiperazin-1-yl)methyl)benzyl (1-hydroxy-7-methyl-1,3-dihydrobenzo[c][1,2]oxaborole-6-carbonyl)-L-valinate OB1OCC2=C1C(=C(C=C2)C(=O)N[C@@H](C(C)C)C(=O)OCC2=CC=C(C=C2)CN2CCN(CC2)C)C